tert-butyl (1S,2R)-2-(2-(2,4-dimethoxybenzyl)-7-fluoro-4-(1-methyl-1H-pyrazol-4-yl)-3-oxo-2,3-dihydro-1H-pyrrolo[3,4-c]pyridin-6-ylamino)cyclohexylcarbamate COC1=C(CN2C(C=3C(=NC(=C(C3C2)F)N[C@H]2[C@H](CCCC2)NC(OC(C)(C)C)=O)C=2C=NN(C2)C)=O)C=CC(=C1)OC